C(#N)C=1C(N(C2=CC=CC=C2C1N1CC2(C1)CN(CC2)C(=O)OC(C)(C)C)C)=O tert-butyl 2-(3-cyano-1-methyl-2-oxo-1,2-dihydroquinolin-4-yl)-2,6-diazaspiro[3.4]octane-6-carboxylate